CN1C(=NN=C1)C1(CC(C1)OC(F)(F)F)C=1C=C(C=CC1)N1C(C2=CC(=CC(=C2C1)C(F)(F)F)CNC1(CCC1)C)=O 2-(3-((1s,3s)-1-(4-methyl-4H-1,2,4-triazol-3-yl)-3-(trifluoromethoxy)cyclobutyl)phenyl)-6-(((1-methylcyclobutyl)amino)methyl)-4-(trifluoromethyl)isoindolin-1-one